2-([1,1':4',1''-terphenyl]-2'-oxy)acrylic acid C1(=CC=CC=C1)C=1C(=CC(=CC1)C1=CC=CC=C1)OC(C(=O)O)=C